C1(CC1)C1=CC(=NN1COCC[Si](C)(C)C)B1OC(C(O1)(C)C)(C)C 5-cyclopropyl-3-(4,4,5,5-tetramethyl-1,3,2-dioxaborolan-2-yl)-1-((2-(trimethylsilyl)ethoxy)methyl)-1H-pyrazole